C(CCC)N1C(N(C=C1)C)=O 1-butyl-3-methylimidazoleOne